CN1C(=NC(=C1)C(F)(F)F)C1=CC=C(CN2C(NC=3C=NC(=CC32)C3=C(C=CC=C3)C)=O)C=C1 1-(4-(1-Methyl-4-(trifluoromethyl)-1H-imidazol-2-yl)benzyl)-6-(o-methylphenyl)-1,3-dihydro-2H-imidazo[4,5-c]pyridin-2-one